ClC=1C=C(C=CC1C)S(=O)(=O)NC1=C(C=C(C=C1)C1=CC2=C(N=C(N=C2)N2CCN(CC2)C)N2C1=NC(=C2)C)F 3-chloro-N-(2-fluoro-4-(8-methyl-2-(4-methylpiperazin-1-yl)imidazo[1',2':1,6]pyrido[2,3-d]pyrimidin-6-yl)phenyl)-4-methylbenzenesulfonamide